C1(=CC=CC=C1)C(C)OC1CCN(CC1)C(=O)OC(C)(C)C tert-Butyl 4-(1-phenylethoxy)piperidine-1-carboxylate